3-(trifluoromethyl)phenol FC(C=1C=C(C=CC1)O)(F)F